[N-](S(=O)(=O)C(F)(F)F)S(=O)(=O)C(F)(F)F.CN1CN(C=C1)CCOCC 1-methyl-3-ethoxyethylimidazole bistrifluoromethanesulfonimide salt